(R)-(2-((1H-pyrazol-5-yl)amino)-6-(3-methylmorpholino)-4-(1-(methylsulfonyl)cyclopropyl)pyridin-3-yl)methanol N1N=CC=C1NC1=NC(=CC(=C1CO)C1(CC1)S(=O)(=O)C)N1[C@@H](COCC1)C